[7-(methoxymethyl)-1,5-diazocan-3-yl]methanethiol COCC1CNCC(CNC1)CS